1-(4-methoxybenzyl)-3-(4-((2-oxo-3-azabicyclo[3.1.0]hexan-3-yl)methyl)phenyl)urea COC1=CC=C(CNC(=O)NC2=CC=C(C=C2)CN2C(C3CC3C2)=O)C=C1